C1(=CC=CC=C1)C#CC=1C2=CC=CC=C2C=C2C=CC=CC12 9-(phenylethynyl)anthracene